FC1=C(C(=CC=C1)OC)C1=NC=CC2=C1CN(C2=O)C2=NC(=CC(=C2)C)N2CC1(CC2)NCCOC1 4-(2-fluoro-6-methoxyphenyl)-2-(4-methyl-6-(9-oxa-2,6-diazaspiro[4.5]decan-2-yl)pyridin-2-yl)-2,3-dihydro-1H-pyrrolo[3,4-c]pyridin-1-one